(4-(4-oxo-3-phenyl-3,4-dihydrophthalazin-1-yl)benzyl)carbamic acid tert-butyl ester C(C)(C)(C)OC(NCC1=CC=C(C=C1)C1=NN(C(C2=CC=CC=C12)=O)C1=CC=CC=C1)=O